CN1C=NC(=C1)CN[C@H]1[C@@H](CCCC1)NCC1=NC=CC=C1 trans-N-((1-methyl-1H-imidazol-4-yl)methyl)-N'-(picolyl)cyclohexane-1,2-diamine